NC1=NC=C(C(=N1)N)CC1=CC(=C(OCCCC(=O)NCCOCCOCCNC2=C3C(N(C(C3=CC=C2)=O)C2C(NC(CC2)=O)=O)=O)C(=C1)OC)OC 4-(4-((2,4-diaminopyrimidin-5-yl)methyl)-2,6-dimethoxyphenoxy)-N-(2-(2-(2-((2-(2,6-dioxopiperidin-3-yl)-1,3-dioxoisoindolin-4-yl)amino)ethoxy)ethoxy)ethyl)butanamide